O=C1N(C(C[C@@H]1C1(CCCCC1)C=O)=O)C1=CC=CC=C1 (R)-1-(2,5-Dioxo-1-phenylpyrrolidin-3-yl)cyclohexanecarbaldehyde